C(O[C@@]1(C(OCC=2C(N3CC=4C(=NC=5C=CC=CC5C4)C3=CC21)=O)=O)CC)(OCCSSCCO)=O (S)-4-ethyl-3,14-dioxo-3,4,12,14-tetrahydro-1H-pyrano[3',4':6,7]indolizino[1,2-b]quinolin-4-yl (2-((2-hydroxyethyl)disulfanyl)ethyl) carbonate